N1=C(N=CC=C1)C=1C=C(C=C(C(=O)O)C1)C(=O)O 5-(pyrimidin-yl)isophthalic acid